C(CCCCCCCCCCC)N1C(C=CC=CC1)=O 1-dodecyl-2,7-dihydro-1H-azepin-2-one